C(C1=CC=CC=C1)OC1=CC(N(C=C1)C[C@H](C(=O)N1CCC(CC1)N1CCCCC1)NC(=O)N1CCC(CC1)N1C(NC2=CC=CC=C2C1)=O)=O |r| (±)-4-(2-Oxo-1,4-dihydro-2H-quinazolin-3-yl)-piperidine-1-carboxylic acid [1-(4-benzyloxy-2-oxo-2H-pyridin-1-ylmethyl)-2-[1,4']bipiperidinyl-1'-yl-2-oxo-ethyl]-amide